C(C=C)(=O)OCCCCCCOC1=CC=C(C(=O)OC2=C(C=C(C=C2)OC(=O)C2CCC(CC2)CCCC)C=NNC=2SC3=C(N2)C=CC=C3)C=C1 [2-[(1,3-benzothiazol-2-ylhydrazono)methyl]-4-(4-butylcyclohexanecarbonyl)oxy-phenyl] 4-(6-prop-2-enoyloxyhexoxy)benzoate